[Cl-].COC1C(N(CCO1)C)(C1=NC=NC=N1)OC dimethoxy-1,3,5-triazin-2-yl-4-methylmorpholine chloride